vanadium (V)-chromium [Cr+3].[V+5]